C1(=CC=CC=C1)[B-](C1=CC=CC=C1)(C1=CC=CC=C1)C1=CC=CC=C1.C1(=CC=CC=C1)[PH+](C1=CC=CC=C1)C1=CC=CC=C1 triphenyl-phosphonium tetra(phenyl)borate